2-(3,5-dimethyl-1H-pyrazol-1-yl)-N-phenylthieno[2,3-d]pyrimidine-4-amine CC1=NN(C(=C1)C)C=1N=C(C2=C(N1)SC=C2)NC2=CC=CC=C2